FC(C=1C(=CC2=CC=CC=C2C1)C=1C=NC=CC1)(F)F 3-(3-(trifluoromethyl)naphthalene-2-yl)pyridine